C(C=C)OC(CCC(C)=O)=O 4-oxopentanoic acid allyl ester